1-benzyl-heptane-1,7-dicarboxylic acid 7-(tert-butyl) ester C(C)(C)(C)OC(=O)CCCCCCC(C(=O)O)CC1=CC=CC=C1